CC=1C=C(C(=C2C=CNC12)CN1[C@@H](CC2(CCCO2)CC1)C1=CC=C(C(=O)O)C=C1)C#CC 4-((7S)-8-((7-methyl-5-(prop-1-yn-1-yl)-1H-indol-4-yl)methyl)-1-oxa-8-Azaspiro[4.5]dec-7-yl)benzoic acid